C(C)(C)(C)C=1C=C(N(N1)C1=CC(=C(C=C1)C)Cl)N 5-tert-butyl-2-(3-chloro-4-methyl-phenyl)pyrazol-3-amine